rac-(3aR,7S,7aR)-5,5-diethyl-1,3,3,7-tetramethyloctahydrobenzo[c]isoxazole C(C)C1(C[C@@H]2[C@H](N(OC2(C)C)C)[C@H](C1)C)CC |r|